2-[4-(4-chlorophenoxy)-2-(trifluoromethyl)phenyl]-1-(1,2,4-triazol-1-yl)pentan-2-ol POTASSIUM TITANIUM OXALATE C(C(=O)[O-])(=O)[O-].[Ti+4].[K+].ClC1=CC=C(OC2=CC(=C(C=C2)C(CN2N=CN=C2)(CCC)O)C(F)(F)F)C=C1